[N+](=O)([O-])C=1C=C(C(=O)NC2(CC2)C2=CC=CC=C2)C=CC1 3-nitro-N-(1-phenylcyclopropyl)benzamide